2-chloro-1-(pyrrolidin-1-yl)ethan-1-one ClCC(=O)N1CCCC1